C1=C2C=3C=CC(=CC3C3=C(C2=CC=C1C(=O)O)C=C(C=C3)C(=O)O)C(=O)O benzophenanthrene-2,6,10-tricarboxylic acid